FC1(CCN(CC1)CC1=NN(C2=CC=C(C=C12)N)C)F 3-((4,4-Difluoropiperidin-1-yl)methyl)-1-methyl-1H-indazol-5-amine